(2-((2R,3R,4S,5S,6S)-3,4,5-tris(benzyloxy)-6-hydroxytetrahydro-2H-pyran-2-yl) ethyl) phosphonate P(OCC[C@H]1O[C@@H]([C@H]([C@H]([C@@H]1OCC1=CC=CC=C1)OCC1=CC=CC=C1)OCC1=CC=CC=C1)O)([O-])=O